COC(CCCC(=O)N1CCN(CC1)C1=NC(=NC(=N1)C=1C=NC(=CC1)N)N1CCOCC1)=O 5-(4-(4-(6-aminopyridine-3-yl)-6-morpholino-1,3,5-triazin-2-yl)piperazin-1-yl)-5-oxopentanoic acid methyl ester